4'-O-methylnaringenin COC1=CC=C([C@H]2OC=3C=C(C=C(C3C(C2)=O)O)O)C=C1